5α,6α-epoxycholestane-3β-ol CC(C)CCC[C@@H](C)[C@H]1CC[C@H]2[C@@H]3C[C@H]4[C@]5(C[C@H](CC[C@]5(C)[C@H]3CC[C@]12C)O)O4